(1S,2S,3S,6R)-4-(fluoromethyl)-6-((3-(4-methylpiperidin-1-yl)propyl)amino)cyclohex-4-ene-1,2,3-triol FCC=1[C@@H]([C@@H]([C@H]([C@@H](C1)NCCCN1CCC(CC1)C)O)O)O